2-acetoxy-3-butanone C(C)(=O)OC(C)C(C)=O